C(C)(C)(C)OC(=O)C=1N(N=C(C1CC1=CC=CC=C1)C=1N=C(NC(C1)=O)N)C 5-(2-amino-6-oxo-1H-pyrimidin-4-yl)-4-benzyl-2-methyl-pyrazole-3-carboxylic acid tert-butyl ester